4-[4-[bis(4-fluorophenyl)methyl]-1-piperazinyl]-3-[[[(phenylmethyl)amino]thiomethyl]amino]-benzamide FC1=CC=C(C=C1)C(N1CCN(CC1)C1=C(C=C(C(=O)N)C=C1)NCSNCC1=CC=CC=C1)C1=CC=C(C=C1)F